The molecule is a benzofuran-derived stilbenoid that is a homotrimer obtained by cyclotrimerisation of resveratrol. It has a role as a plant metabolite, an antioxidant, a serotonergic antagonist, an apoptosis inducer, an EC 2.7.11.13 (protein kinase C) inhibitor and an antineoplastic agent. It is a member of 1-benzofurans, a polyphenol and a stilbenoid. It derives from a trans-resveratrol. C1=CC(=CC=C1/C=C/C2=C3[C@@H]([C@H](OC3=CC(=C2)O)C4=CC=C(C=C4)O)C5=C6[C@H]([C@@H](OC6=CC(=C5)O)C7=CC=C(C=C7)O)C8=CC(=CC(=C8)O)O)O